tert-butyl 3-(3-amino-2-(cyclobutylsulfinyl)-4-(1-methyl-1H-pyrazol-5-yl)thieno[2,3-b]pyridin-6-yl)-7,8-dihydro-1,6-naphthyridine-6(5H)-carboxylate NC1=C(SC2=NC(=CC(=C21)C2=CC=NN2C)C=2C=NC=1CCN(CC1C2)C(=O)OC(C)(C)C)S(=O)C2CCC2